C1(CC1)C1=NC(=NC=C1)C1CCN(CC1)C(=O)C1=C(OC=2N=CN=C(C21)NC2(CC2)C)C 5-[4-(4-cyclopropylpyrimidin-2-yl)piperidine-1-carbonyl]-6-methyl-N-(1-methylcyclopropyl)furo[2,3-d]pyrimidin-4-amine